6-Chloro-1-methyl-8-[2-(4-methyl-piperazin-1-yl)-pyridin-4-yl]-9H-pyrido[3,4-b]indole ClC=1C=C2C3=C(NC2=C(C1)C1=CC(=NC=C1)N1CCN(CC1)C)C(=NC=C3)C